BrCC=1C=CC=C2C=C(C=NC12)F 8-(bromomethyl)-3-fluoroquinoline